1-((S)-3-(3-((2-((3S,4R)-3-fluoro-4-methoxypiperidin-1-yl)pyrimidin-4-yl)amino)-5-isopropyl-8-(3-((methylsulfonyl)methyl)azetidin-1-yl)isoquinolin-6-yl)piperidin-1-yl)but-2-yn-1-one F[C@H]1CN(CC[C@H]1OC)C1=NC=CC(=N1)NC=1N=CC2=C(C=C(C(=C2C1)C(C)C)[C@H]1CN(CCC1)C(C#CC)=O)N1CC(C1)CS(=O)(=O)C